4-azido-1-((2R,3R,4S,5R)-3,4-dihydroxy-5-(hydroxymethyl)tetrahydrofuran-2-yl)pyrimidin-2(1H)-one N(=[N+]=[N-])C1=NC(N(C=C1)[C@@H]1O[C@@H]([C@H]([C@H]1O)O)CO)=O